ClC1=C(C#N)C=CC(=C1)N1N=C(C=C1)CO 2-chloro-4-(3-hydroxymethyl-1H-pyrazol-1-yl)benzonitrile